tert-butyl (2S)-3,3-dimethyl-2-(2,2,2-trifluoroacetamido)butanoate CC([C@@H](C(=O)OC(C)(C)C)NC(C(F)(F)F)=O)(C)C